CC1(CCC(CC1)CN1[C@H](C[C@@H](CC1)CC1=CC=2N(C=C1)N=CC2N2C(NC(CC2)=O)=O)C)C 1-(5-(((2S,4R)-1-((4,4-dimethylcyclohexyl)methyl)-2-methylpiperidin-4-yl)methyl)pyrazolo[1,5-a]pyridin-3-yl)dihydropyrimidine-2,4(1H,3H)-dione